ClC=1C=C(C#N)C=CC1C=1COCCCN1 3-chloro-4-(2,5,6,7-tetrahydro-1,4-oxaazepin-3-yl)benzonitrile